(2-(4-Chloro-7-methyl-7H-pyrrolo[2,3-d]pyrimidin-5-yl)-5-(pyrrolidine-1-carbonyl)phenethyl)carbamate ClC=1C2=C(N=CN1)N(C=C2C2=C(CCNC([O-])=O)C=C(C=C2)C(=O)N2CCCC2)C